FC1=C2C(=CC(=CC2=CC=C1F)CC(=O)O)O.C(C)OC(C)NC(CCC)=O N-(1-ethoxyethyl)butyramide 5,6-Difluoro-4-hydroxynaphthalen-2-yl-acetate